tris(octyloxy)silane C(CCCCCCC)O[SiH](OCCCCCCCC)OCCCCCCCC